O[C@H]1CC[C@H](CC1)NC(OC(C)(C)C)=O tert-butyl N-(cis-4-hydroxycyclohexyl)carbamate